C(=C)OCCCCCCCCC=CCC=CCCCCC octadec-9,12-dienyl vinyl ether